N1=C(C=CC=C1)C=1C=NC(=CC1)CN1C(C(N(C=C1)C1(CC1)C#N)=O)=O 1-(4-([2,3'-bipyridin]-6'-ylmethyl)-2,3-dioxo-3,4-dihydropyrazin-1(2H)-yl)cyclopropane-1-carbonitrile